2-methyl-4,6-bis(tribromomethyl)-1,3,5-triazine CC1=NC(=NC(=N1)C(Br)(Br)Br)C(Br)(Br)Br